1-(6,7-dihydro-5H-benzo[6,7]cyclohepta[1,2-c]pyridazin-3-yl)-N3-(6-(4-cyclopentyl-1,4-diazepan-1-yl)pyridin-3-yl)-1H-1,2,4-triazole-3,5-diamine N1=NC(=CC2=C1C1=C(CCC2)C=CC=C1)N1N=C(N=C1N)NC=1C=NC(=CC1)N1CCN(CCC1)C1CCCC1